BrC1=C2C=NN(C2=CC(=C1[C@H]1[C@H](C1)C)Cl)[C@@H]1OCCCC1 |&1:15| rac-4-bromo-6-chloro-5-(cis-2-methylcyclopropyl)-1-(tetrahydro-2H-pyran-2-yl)-1H-indazole